ClC=1C=C(OCCOCC(=O)O)C=CC1C=1N(C2=NC=NC(=C2N1)OC1(CC1)C)CC1=CC(=CC=C1)Cl 2-(2-(3-Chloro-4-(9-(3-chlorobenzyl)-6-(1-methylcyclopropoxy)-9H-purin-8-yl)phenoxy)ethoxy)acetic acid